4-[2-ethoxy-5-(4-ethylpiperazin-1-yl)sulfonyl-phenyl]-9-methyl-7-propyl-3,5,6,8-tetraazabicyclo[4.3.0]non-3,7,9-trien-2-one C(C)OC1=C(C=C(C=C1)S(=O)(=O)N1CCN(CC1)CC)C1=NC(C2=C(N=C(N2N1)CCC)C)=O